C(C=C)(=O)N[C@@H]1C[C@@H](CCC1)NC(=O)C=1SC=2N=CC=C3N(C(NC1C23)=O)C2=C(C=C(C=C2)OC2=CC=CC=C2)C N-((1R,3S)-3-Acrylamidocyclohexyl)-5-(2-methyl-4-phenoxyphenyl)-4-oxo-4,5-dihydro-3H-1-thia-3,5,8-triazaacenaphthylene-2-carboxamide